FC(C(=O)N(C)C=1C=CC(=NC1)N1N=C(C(=C1)C=1N=C(NC1)C(=O)N)C(F)(F)F)(F)F (1-(5-(2,2,2-trifluoro-N-methylacetamido)pyridin-2-yl)-3-(trifluoromethyl)-pyrazol-4-yl)-imidazole-2-carboxamide